COC1=C(C=C(C(=C1)SCCCCC(F)(F)F)OC)CC(CC)N 1-(2,5-dimethoxy-4-((5,5,5-trifluoropentyl)thio)phenyl)butan-2-amine